6-benzyl 2-(tert-butyl) (S)-5-methyl-2,6-diazaspiro[3.4]octane-2,6-dicarboxylate C[C@H]1C2(CN(C2)C(=O)OC(C)(C)C)CCN1C(=O)OCC1=CC=CC=C1